4-[4-(2-amino-1-hydroxyethyl)-2-methylphenyl]-3-(2-methyl-6-morpholin-4-ylpyrimidin-4-yl)oxybenzonitrile NCC(O)C1=CC(=C(C=C1)C1=C(C=C(C#N)C=C1)OC1=NC(=NC(=C1)N1CCOCC1)C)C